(3-amino-6-(isopropyl-sulfonyl)-4,5,6,7-tetrahydro-pyrazolo[3,4-c]pyridin-1-yl)(1,2,3,4-tetrahydro-quinolin-4-yl)methanone NC1=NN(C=2CN(CCC21)S(=O)(=O)C(C)C)C(=O)C2CCNC1=CC=CC=C21